N-(3-(3-chlorophenyl)-5-(trifluoromethyl)pyrazolo[1,5-a]pyridin-2-yl)-3-hydroxy-3-methylbutanamide ClC=1C=C(C=CC1)C=1C(=NN2C1C=C(C=C2)C(F)(F)F)NC(CC(C)(C)O)=O